C(C(C)C)(=O)NC=1NC(C=2N=CN([C@H]3[C@H](OCOCCC(COC(C)=O)OC(C)=O)[C@H](O)[C@@H](CO)O3)C2N1)=O N2-Isobutyryl-2'-O-(3,4-Diacetoxybutoxymethyl)Guanosine